FC1=C(C=CC(=C1)F)S(=O)(=O)NC12CC3CC(CC(C1)C3)C2 2,4-Difluoro-N-(tricyclo[3.3.1.13,7]dec-1-yl)benzenesulfonamide